6-{[1-(4-Amino-4-oxobutanoyl)azetidin-3-yl]oxy}-3-(2-boronoethyl)-2-hydroxybenzoic acid NC(CCC(=O)N1CC(C1)OC1=CC=C(C(=C1C(=O)O)O)CCB(O)O)=O